[2-(4-formylcyclohexyl)-6-(1-hydroxy-1-methyl-ethyl)indazol-5-yl]-6-(trifluoromethyl)pyridine-2-carboxamide C(=O)C1CCC(CC1)N1N=C2C=C(C(=CC2=C1)C=1C(=NC(=CC1)C(F)(F)F)C(=O)N)C(C)(C)O